2-dispiro[2.0.2.1]heptane-7-ylacetic acid C1CC12C1(CC1)C2CC(=O)O